FC1=CC(=C(C=N1)NC(OC(C)(C)C)=O)C=1OC=CC1 tert-butyl [6-fluoro-4-(furan-2-yl)pyridin-3-yl]carbamate